N(=[N+]=[N-])CCCCOC1=CC(=C(C=C1)C1=CC=C(C=C1)CCC(=O)O)CC 3-(4'-(4-azidobutoxy)-2'-ethyl-[1,1'-biphenyl]-4-yl)propanoic acid